NC=1C(=CC(=C(C1)C=1SC=C(N1)C(=O)NCC1CC1)F)N1C[C@H](N([C@H](C1)C)C)C 2-(5-amino-2-fluoro-4-(cis-3,4,5-trimethylpiperazin-1-yl)phenyl)-N-(cyclopropylmethyl)thiazole-4-carboxamide